O[C@@H](CNC([O-])=O)COC1=CC(=CC=C1)S(=O)(=O)C1(CC1)CO ((S)-2-hydroxy-3-(3-((1-(hydroxymethyl)cyclopropyl) sulfonyl)phenoxy)propyl)carbamate